Br.C1O[C@@H](CN2[C@H]1CNCC2)C=2C(C=C(NC2)C(F)(F)F)=O 5-((3R,9aS)-octahydropyrazino[2,1-c][1,4]oxazin-3-yl)-2-(trifluoromethyl)pyridin-4(1H)-one hydrobromide